C(C=CC)(=O)SCCNC(CCNC([C@@H](C(COP(OP(OC[C@@H]1[C@H]([C@H]([C@@H](O1)N1C=NC=2C(N)=NC=NC12)O)OP(=O)(O)O)(=O)O)(=O)O)(C)C)O)=O)=O 2-butenoyl-CoA